ClCC(\C=C\C1=CC=C(C=C1)OC)=O (E)-1-chloro-4-(4-methoxyphenyl)-3-butene-2-one